bismuth telluride selenium [Se].[Bi]=[Te]